pyrimidin-3-carboxylate N=1CN(C=CC1)C(=O)[O-]